C(C)(C)(C)OC(=O)N1CC2=CC(=C(C=C2CC1)OC(F)F)[N+](=O)[O-] 6-(difluoromethoxy)-7-nitro-3,4-dihydroisoquinoline-2(1H)-carboxylic acid tert-butyl ester